1,3-di-p-tolylpropane-2-ol C1(=CC=C(C=C1)CC(CC1=CC=C(C=C1)C)O)C